glycerol trioleat C(CCCCCCC\C=C/CCCCCCCC)(=O)OCC(OC(CCCCCCC\C=C/CCCCCCCC)=O)COC(CCCCCCC\C=C/CCCCCCCC)=O